butyl 4-(piperazin-1-yl-methyl)piperidine-1-carboxylate N1(CCNCC1)CC1CCN(CC1)C(=O)OCCCC